BrC=1C=C2C(=NC(C2=C(C1)[N+](=O)[O-])C1=C(C=CC(=C1)F)Cl)C(F)(F)F 5-bromo-1-(2-chloro-5-fluorophenyl)-7-nitro-3-(trifluoromethyl)-1H-isoindole